N-[2-[[6-[2-(2,6-dichloro-3,5-dimethoxy-anilino)-3-pyridinyl]pyrimidin-4-yl]amino]-5-(2-pyrrolidin-1-ylethoxy)phenyl]prop-2-enamide ClC1=C(NC2=NC=CC=C2C2=CC(=NC=N2)NC2=C(C=C(C=C2)OCCN2CCCC2)NC(C=C)=O)C(=C(C=C1OC)OC)Cl